methylthioacetic acid potassium salt [K+].CCC(=S)[O-]